3-((4-carbamoyl-phenoxy)methyl)-4-fluorobenzo[b]thiophene-2-carboxylic acid isopropyl ester C(C)(C)OC(=O)C1=C(C2=C(S1)C=CC=C2F)COC2=CC=C(C=C2)C(N)=O